FC(C(C)N)(C=1C=CC2=C(C(=CO2)F)C1)F 1,1-difluoro-1-(3-fluorobenzofuran-5-yl)propan-2-amine